1-{4-[3-bromo-1-isopropyl-7-((R)-1-quinolin-3-yl-ethylamino)-1H-pyrazolo[4,3-d]pyrimidin-5-yl]-piperazin-1-yl}-ethanone BrC1=NN(C2=C1N=C(N=C2N[C@H](C)C=2C=NC1=CC=CC=C1C2)N2CCN(CC2)C(C)=O)C(C)C